C(CCCC)C(C=O)=CC1=CC=CC=C1 α-pentyl-cinnamaldehyde